FC(C(=O)O)(F)F.CC1C(NC=2C=NNC2C=2C=CN=C(CCCC1)C2)=O 9-methyl-3,4,7,15-tetraazatricyclo[12.3.1.02,6]Octadeca-1(18),2(6),4,14,16-pentaen-8-one trifluoroacetate salt